1-bromo-2-[(Z)-2-bromovinyl]-3-chloro-benzene BrC1=C(C(=CC=C1)Cl)\C=C/Br